C1=CC=CC=2C3=CC=CC=C3N(C12)C=1N=C(C2=C(N1)C1=C(O2)C=CC(=C1)C1=C2C(/C(/C(/C2=CC=C1)=C/C=C)=C/C)(C)C)N1C2=CC=CC=C2C=2C=CC=CC12 2,4-bis(carbazol-9-yl)-8-[2-eth-(Z)-ylidene-3,3-dimethyl-1-prop-2-en-(Z)-ylideneindan-4-yl]benzo[4,5]furo[3,2-d]pyrimidine